Cl.C(#N)C1=CC=C(C=C1)NC(=O)[C@@H]1NCCCC1 (2R)-N-(4-cyanophenyl)piperidine-2-carboxamide hydrochloride